6-(6-((Z)-((1R,2S,5S)-2-fluoro-8-azabicyclo[3.2.1]octan-3-ylidene)methyl)-1,2,4-triazin-3-yl)isoquinolin-7-ol F[C@@H]\1[C@H]2CC[C@@H](C/C1=C/C1=CN=C(N=N1)C=1C=C3C=CN=CC3=CC1O)N2